NC1=NC=2C=C(C(=CC2C2=C1COC2)C(=O)N2C(CC[C@@H](C2)C)C=2C=C(C1=C(OC3(CC3)C(N1)=O)C2)F)F 7-((5S)-1-(4-amino-7-fluoro-1,3-dihydrofuro[3,4-c]quinoline-8-carbonyl)-5-methylpiperidin-2-yl)-5-fluorospiro[benzo[b][1,4]oxazine-2,1'-cyclopropan]-3(4H)-one